CC=1C(=NC2=CC=CC=C2N1)C=O 3-METHYL-2-QUINOXALINECARBALDEHYDE